C(#N)[P]C#N dicyanophosphorus